methyl 6-bromo-1-methylindazole-5-carboxylate BrC1=C(C=C2C=NN(C2=C1)C)C(=O)OC